The molecule is a hydroperoxy fatty acid that is (4Z,8E,10Z,13Z,15E,19Z)-docosa-4,8,10,13,15,19-hexaenoic acid carrying a hydroperoxy group at the 7S-position and a hydroxy group at the 17R-position. It is an intermediate involved in the resolvin D1 biosynthesis pathway. It has a role as a metabolite. It is a hydroxydocosahexaenoic acid and a hydroperoxy fatty acid. CC/C=C\\C[C@H](/C=C/C=C\\C/C=C\\C=C\\[C@H](C/C=C\\CCC(=O)O)OO)O